ClC1=C(C=O)C=CC(=C1)OCCNC 2-chloro-4-(2-(methylamino)ethoxy)benzaldehyde